BrC1=C2C=NNC2=CC2=C1[C@@H](CCC2)C#C[Si](C(C)C)(C(C)C)C(C)C (S)-4-bromo-5-((triisopropylsilyl)ethynyl)-5,6,7,8-tetrahydro-1H-benzo[f]indazole